1-(1-Methyl-6-(4-methylpiperazin-1-yl)-1H-pyrazolo[3,4-d]pyrimidin-4-yl)-N-(3-(pyridin-4-yl)propyl)piperidin-4-amine CN1N=CC=2C1=NC(=NC2N2CCC(CC2)NCCCC2=CC=NC=C2)N2CCN(CC2)C